FC=1C=C(C(=O)OC)C=C(C1)C=1C(=NN(C1C)C)C methyl 3-fluoro-5-(1,3,5-trimethyl-1H-pyrazol-4-yl)benzoate